tert-butyl-((3R)-1-((6-hydroxybenzo[d][1,3]dioxazol-5-yl) (pyridin-4-yl) methyl) pyrrolidin-3-yl) carbamate C(N)(O[C@H]1C(N(CC1)C(C1=CC=NC=C1)C1=CC2=C(ONO2)C=C1O)C(C)(C)C)=O